C(C)OC=1C=2N(C=C(N1)C(=O)NC=1C(=NC=CC1)OC)C=C(N2)[C@@H]2COCC2 (R)-8-ethoxy-N-(2-methoxypyridin-3-yl)-2-(tetrahydrofuran-3-yl)imidazo[1,2-a]pyrazine-6-carboxamide